COC(=O)C1=C(C(=NN1C=1SC(=C(N1)Br)C1=CC=C(C=C1)C(F)(F)F)C)Br 4-bromo-1-(4-bromo-5-(4-(trifluoromethyl)phenyl)thiazol-2-yl)-3-methyl-1H-pyrazole-5-carboxylic acid methyl ester